3,5,6-trichloropyridazine ClC=1N=NC(=C(C1)Cl)Cl